(3S)-N-cyclobutyl-3-{[1-cyclopentyl-5-(2-ethylphenyl)-1H-pyrazol-3-yl]formamido}-5-(piperidin-1-yl)pentanamide C1(CCC1)NC(C[C@H](CCN1CCCCC1)NC(=O)C1=NN(C(=C1)C1=C(C=CC=C1)CC)C1CCCC1)=O